3-[5-(5-aminopent-1-ynyl)-3-methyl-2-oxo-benzimidazol-1-yl]piperidine NCCCC#CC1=CC2=C(N(C(N2C)=O)C2CNCCC2)C=C1